ClC1=CC(=C(C=C1)OB(O)O)C=O (4-chloro-2-formylphenyl)boric acid